C1(=CC=CC=C1)C(C1=C(C(=O)[O-])C(=CC(=C1)C)C(C1=CC=CC=C1)C1=CC=CC=C1)C1=CC=CC=C1.[Bi+3].C1(=CC=CC=C1)C(C1=CC=CC=C1)C1=C(C(=O)[O-])C(=CC(=C1)C)C(C1=CC=CC=C1)C1=CC=CC=C1.C1(=CC=CC=C1)C(C1=CC=CC=C1)C1=C(C(=O)[O-])C(=CC(=C1)C)C(C1=CC=CC=C1)C1=CC=CC=C1 bismuth 2,6-bis(diphenylmethyl)-4-methyl-benzoate